FC1=C(C=C(CC2=NNC(C3=CC=CC=C23)=O)C=C1)P1(CCN(CC1)C(C(C)(C)C)=O)=O 4-(4-fluoro-3-(4-oxido-1-pivaloyl-1,4-azaphosphinan-4-yl)benzyl)phthalazin-1(2H)-one